biphenyl-4-yl-(4-bromophenyl)-(9,9-dimethyl-9H-fluoren-1-yl)-amine C1(=CC=C(C=C1)N(C1=CC=CC=2C3=CC=CC=C3C(C12)(C)C)C1=CC=C(C=C1)Br)C1=CC=CC=C1